COC=1C=C(C=CC1OC)[C@@H](C)NC(\C=C\C1=CNC2=NC=C(C=C21)C2=CC(=NC=C2)S(=O)(=O)C)=O (R,E)-N-(1-(3,4-dimethoxyphenyl)ethyl)-3-(5-(2-(methylsulfonyl)pyridin-4-yl)-1H-pyrrolo[2,3-b]pyridin-3-yl)acrylamide